ClC=1C=2C(N=C3N(C2C=CC1)C1=CC=C(C=C1C3(C)C)C3CCN(CC3)C(=O)C3CCNCC3)=O 4-chloro-7,7-dimethyl-9-(1-(piperidine-4-carbonyl)piperidin-4-yl)indolo[1,2-a]quinazolin-5(7H)-one